butylammonium bromide [Br-].C(CCC)[NH3+]